C1(=C(C=CC2=CC=CC=C12)OC1C2=CC=CC=C2C=2C=CC(=CC12)C(=O)O)C1=C(C=CC2=CC=CC=C12)OC1C2=CC=CC=C2C=2C=CC(=CC12)C(=O)O 9,9'-[[1,1'-binaphthalene]-2,2'-diylbis(oxy)]di(9H-fluorene-2-carboxylic acid)